4-[2-(2,2-difluoroethoxy)phenyl]-2-[4-(difluoromethyl)phenyl]-6-(2-hydroxypropan-2-yl)-2,3-dihydro-1H-pyrrolo[3,4-c]pyridin-1-one FC(COC1=C(C=CC=C1)C1=NC(=CC2=C1CN(C2=O)C2=CC=C(C=C2)C(F)F)C(C)(C)O)F